NOC(CO)(C)C 2-(aminooxy)-2-methylpropan-1-ol